2-(4-methylpiperazin-1-ylethyl)benzene-1,2,4-triamine CN1CCN(CC1)CCC1(C(C=CC(=C1)N)N)N